C(C(C)C)C=1C(=NN(C1C)CC1=CC=C(C=C1)OC)N 4-isobutyl-1-(4-methoxybenzyl)-5-methyl-1H-pyrazol-3-amine